[Si](C)(C)(C(C)(C)C)O[C@H](CC1=NC=NC(=C1)[Sn](CCCC)(CCCC)CCCC)C (S)-4-(2-((tert-butyldimethylsilyl)oxy)propyl)-6-(tributylstannyl)pyrimidine